1-(4-Hexylphenyl)ethan-1-one C(CCCCC)C1=CC=C(C=C1)C(C)=O